ClC=1C=C(C=CC1)[C@@H](CO)NC(=O)C1=CN(C=C1)C1=NC(=NC=C1F)NC1CCOCC1 (S)-N-(1-(3-chlorophenyl)-2-hydroxyethyl)-1-(5-fluoro-2-((tetrahydro-2H-pyran-4-yl)amino)-pyrimidin-4-yl)-1H-pyrrole-3-amide